FC1=CC=C(CN2CCN(CC2)C(CCC2=C(C=CC(=C2)O)O)=O)C=C1 1-(4-(4-fluorobenzyl)piperazinyl)-3-(2,5-dihydroxyphenyl)-1-propanone